5-Oxo-L-Norleucine O=C(CC[C@H](N)C(=O)O)C